2-(4-(1-aminoethyl)phenyl)-4-(morpholine-4-carbonyl)quinoline-7-carbonitrile NC(C)C1=CC=C(C=C1)C1=NC2=CC(=CC=C2C(=C1)C(=O)N1CCOCC1)C#N